(1R,2R)-2-((4'-((S,E)-4-hydroxy-3-(2-((S)-1-hydroxyethyl)-1H-imidazol-1-yl)but-1-en-1-yl)-[1,1'-biphenyl]-4-yl)oxy)cyclopentan-1-ol OC[C@H](/C=C/C1=CC=C(C=C1)C1=CC=C(C=C1)O[C@H]1[C@@H](CCC1)O)N1C(=NC=C1)[C@H](C)O